N-(4-(4-((N-methylsulfamoyl)methyl)phenyl)-1H-pyrrolo[2,3-b]pyridin-6-yl)cyclopropylcarboxamide CNS(=O)(=O)CC1=CC=C(C=C1)C1=C2C(=NC(=C1)NC(=O)C1CC1)NC=C2